C(C)N1C=NC(=C1CO)C#N 1-Ethyl-5-(hydroxymethyl)-1H-imidazole-4-carbonitrile